C1(=CC=CC=C1)C(C)NC1=NC=NC2=CC=C(C=C12)C=1C=C2C(=NC1)NC=C2 N-(1-phenylethyl)-6-(1H-pyrrolo[2,3-b]pyridin-5-yl)quinazolin-4-amine